FC(C(C(C(C(C(C(C(F)(F)F)(F)F)(F)F)(F)F)(F)F)(F)F)(F)F)(S)F Perfluoro-1-octanthiol